N-(4-(2-chloro-4,4-dimethyl-4,5,6,8-tetrahydro-7H-thieno[2,3-c]azepin-7-yl)-2,6-dimethylphenyl)-3,3-dimethylbutanamide ClC1=CC2=C(CN(CCC2(C)C)C2=CC(=C(C(=C2)C)NC(CC(C)(C)C)=O)C)S1